NC=1C2=C(N=CN1)N(C=C2C=2C(=C(C=CC2)NS(=O)(=O)C=2C=CC1=C(CCO1)C2)F)C 2,3-Dihydro-benzofuran-5-sulfonic acid [3-(4-amino-7-methyl-7H-pyrrolo[2,3-d]pyrimidin-5-yl)-2-fluorophenyl]-amide